FC1=C(C=CC(=C1C)OC1=CC2=C(N(N=N2)C)C=C1)NC=1C2=C(N=CN1)C=CC(=N2)N2C[C@@H](C[C@H](C2)C)NC(C=C)=O N-((3R,5R)-1-(4-((2-fluoro-3-methyl-4-((1-methyl-1H-benzo[d][1,2,3]triazol-5-yl)oxy)phenyl)amino)pyrido[3,2-d]pyrimidin-6-yl)-5-methylpiperidin-3-yl)acrylamide